FC=1C=C(C(=O)OCCN2CCN(CC2)C)C=C(C1)NC(CN1N=C(C(=C1)C1=CC=NC2=CC=CC=C12)C1=NC(=CC=C1)C)=O 2-(4-methylpiperazin-1-yl)ethyl 3-fluoro-5-(2-(3-(6-methylpyridin-2-yl)-4-(quinolin-4-yl)-1H-pyrazol-1-yl)acetamido)benzoate